FC1=C(C=CC(=C1)F)[C@@H](C)N1C=NC2=C(C1=O)C1=C(S2)CNCC1 (R)-3-(1-(2,4-Difluorophenyl)ethyl)-5,6,7,8-tetrahydropyrido[4',3':4,5]thieno[2,3-d]pyrimidin-4(3H)-one